2-benzyl-5-(4-(6-(1-methyl-1H-pyrazol-4-yl)pyrazolo[1,5-a]pyrimidin-3-yl)piperazin-1-yl)-1,3,4-thiadiazole C(C1=CC=CC=C1)C=1SC(=NN1)N1CCN(CC1)C=1C=NN2C1N=CC(=C2)C=2C=NN(C2)C